C(C)(C)OC(C(C1=CC=CC=C1)SP(=O)(C1=CC=CC=C1)C1=CC=CC=C1)=O isopropyl-((diphenylphosphoryl) thio)-2-phenylacetate